NC=1C=NN(C1)[C@H]1[C@@H](CN(CC1)C(=O)OC(C)(C)C)F tert-butyl (3R,4R)-4-(4-amino-1H-pyrazol-1-yl)-3-fluoropiperidine-1-carboxylate